COC(C1=C(C(=C(C=C1)[N+](=O)[O-])F)F)=O 2,3-difluoro-4-nitrobenzoic acid methyl ester